6-(cyclopropanecarboxamido)-4-((3-(1-cyclopropyl-6-oxo-1,6-dihydropyrimidin-4-yl)-2-methoxyphenyl)amino)-N-(methyl-d3)pyridazine-3-carboxamide C1(CC1)C(=O)NC1=CC(=C(N=N1)C(=O)NC([2H])([2H])[2H])NC1=C(C(=CC=C1)C=1N=CN(C(C1)=O)C1CC1)OC